2-Chloro-4-((2S,5S)-5-((4-cyanophenoxy)methyl)-2-(trifluoromethyl)oxazolidin-3-yl)-3-methylbenzonitril ClC1=C(C#N)C=CC(=C1C)N1[C@@H](O[C@@H](C1)COC1=CC=C(C=C1)C#N)C(F)(F)F